tert-butyl 7-chlorospiro[isochromane-1,4'-piperidine]-1'-carboxylate ClC1=CC=C2CCOC3(CCN(CC3)C(=O)OC(C)(C)C)C2=C1